N-(5-(5-(3-(1H-1,2,3-triazol-4-yl)azetidin-1-yl)-1,3,4-oxadiazole-2-yl)pyrimidin-2-yl)-6,7-dihydro-5H-cyclopenta[b]pyrazin-6-amine N1N=NC(=C1)C1CN(C1)C1=NN=C(O1)C=1C=NC(=NC1)NC1CC=2C(=NC=CN2)C1